tert-Butyl 9-bromo-3,5-dihydro-2H-pyrido[3,4-f][1,4]oxazepine-4-carboxylate BrC1=CN=CC=2CN(CCOC21)C(=O)OC(C)(C)C